dioctyltin bis(isooctyl maleate) C(CCCCC(C)C)/C(/C(=O)[O-])=C/C(=O)[O-].C(CCCCC(C)C)/C(/C(=O)[O-])=C/C(=O)[O-].C(CCCCCCC)[Sn+4]CCCCCCCC